2-(3-acetamido-4-formylphenyl)-N-(4-(2-(2-aminopyridin-3-yl)-3H-imidazo[4,5-b]pyridin-3-yl)benzyl)acetamide C(C)(=O)NC=1C=C(C=CC1C=O)CC(=O)NCC1=CC=C(C=C1)N1C(=NC=2C1=NC=CC2)C=2C(=NC=CC2)N